2-(tert-butoxycarbonylamino)butanoic acid tert-butyl ester C(C)(C)(C)OC(C(CC)NC(=O)OC(C)(C)C)=O